Cl.NCCCCNC(COC1=C(C(=CC=C1C=1N=C(SC1)N1CCOCC1)F)F)=O N-(4-aminobutyl)-2-(2,3-difluoro-6-(2-morpholinothiazol-4-yl)phenoxy)acetamide hydrochloride